CC=1C=C(N=NC1N1CC=2C=C(C=NC2CC1)N1C=2N(CCC1)N=C(C2)C(F)(F)F)C#N 5-methyl-6-(3-(2-(trifluoromethyl)-6,7-dihydropyrazolo[1,5-a]pyrimidin-4(5H)-yl)-7,8-dihydro-1,6-naphthyridin-6(5H)-yl)pyridazine-3-carbonitrile